3-crotonolactone C1(C=C(C)O1)=O